Methyl 2-((5-(4-((2-fluoro-4-isocyanobenzyl)oxy)pyrimidin-2-yl)-3,3a,4,6a-tetrahydrocyclopenta[c]pyrrol-2(1H)-yl)methyl)-1-(((S)-oxetan-2-yl)methyl)-1H-benzo[d]imidazole-6-carboxylate FC1=C(COC2=NC(=NC=C2)C=2CC3C(CN(C3)CC3=NC4=C(N3C[C@H]3OCC3)C=C(C=C4)C(=O)OC)C2)C=CC(=C1)[N+]#[C-]